7-cyclopropyl-2-methyl-2H-indazol-3-amine C1(CC1)C1=CC=CC2=C(N(N=C12)C)N